3-Acetylbenzaldehyde C(C)(=O)C=1C=C(C=O)C=CC1